OCCN(C(C1=CC=NC=C1)=O)CCO N,N-bis(2-hydroxyethyl)isonicotinamide